C(CCCCCCCCC(=O)OC1CC(N(C(C1)(C)C)OCCCCC)(C)C)(=O)OC1CC(N(C(C1)(C)C)OCCCCC)(C)C bis(1-pentyloxy-2,2,6,6-tetramethyl-4-piperidyl) sebacate